1-(1-methyl-3-(4-(2-(trifluoromethyl)phenyl)piperidine-1-carbonyl)-1,4,6,7-tetrahydro-5H-pyrazolo[4,3-c]pyridin-5-yl)ethan-1-one CN1N=C(C=2CN(CCC21)C(C)=O)C(=O)N2CCC(CC2)C2=C(C=CC=C2)C(F)(F)F